CC1=CC(=O)CC([C@@]1(/C=C/C(=C\\C(=O)O)/C)O)(C)C The molecule is the (1'R)-(-) enantiomer of abscisic acid, which does not occur naturally. It has a role as a plant hormone. It is an enantiomer of a (+)-abscisic acid.